(S)-N-(5-(2-amino-4,5-difluorobenzamido)-1-(5-(naphthalen-2-yl)-1H-imidazol-2-yl)pentyl)thiazole-5-carboxamide NC1=C(C(=O)NCCCC[C@@H](C=2NC(=CN2)C2=CC3=CC=CC=C3C=C2)NC(=O)C2=CN=CS2)C=C(C(=C1)F)F